BrC1=C(C=NC=C1)N1N=CC(=C1)[C@@H]1O[C@H](C(N1CCC1=CC2=CC(N=C2C=C1)=O)=O)C (2s,5s)-2-(1-(4-bromopyridin-3-yl)-1H-pyrazol-4-yl)-5-methyl-3-(2-(2-oxoindol-5-yl)ethyl)oxazolidin-4-one